C(C1=CC=CC=C1)OC(=O)N[C@H]1CN(CCC[C@@]1(C)O)C(=O)[O-] (3s,4r)-3-(((benzyloxy) carbonyl) amino)-4-hydroxy-4-methylazepan-1-carboxylate